4-[1,5-dimethyl-hex-4-enylidene]-1-methyl-cyclohexene CC(CCC=C(C)C)=C1CC=C(CC1)C